(S)-2-((tert-Butoxycarbonyl)amino)-3-(5-methoxy-1H-indol-3-yl)propanoic acid C(C)(C)(C)OC(=O)N[C@H](C(=O)O)CC1=CNC2=CC=C(C=C12)OC